N-(2,4-difluoro-3-propionylaminophenyl)benzamide FC1=C(C=CC(=C1NC(CC)=O)F)NC(C1=CC=CC=C1)=O